C(C)(C)(C)OC(=O)N1CCC(=CC1)C=1C=CC=2N(C1)C=C(N2)C2=CC(=C(C=C2)OC)OC 4-(2-(3,4-Dimethoxyphenyl)imidazo[1,2-a]pyridin-6-yl)-3,6-dihydropyridine-1(2H)-carboxylic acid tert-butyl ester